nonyl isononanoate C(CCCCCC(C)C)(=O)OCCCCCCCCC